tert-Butyl 4-((4-(3-bromophenoxy)-3-methylphenyl)amino)-5,6-dihydropyrido[4',3':4,5]thieno[2,3-d]pyrimidine-7(8H)-carboxylate BrC=1C=C(OC2=C(C=C(C=C2)NC=2C3=C(N=CN2)SC2=C3CCN(C2)C(=O)OC(C)(C)C)C)C=CC1